C(=C)C[Si](C)(C)CCCCCCCCCCCCCCCC vinyl-hexadecyl-trimethylsilane